N,N'-di-sec-butylformamidine C(C)(CC)NC=NC(C)CC